1-((4AR,6R,7aS)-2-((2-(diethoxymethyl)benzyl)oxy)-2-oxotetrahydro-4H-furo[3,2-d][1,3,2]dioxaphosphorin-6-yl)-5-fluoropyrimidine-2,4(1H,3H)-dione C(C)OC(C1=C(COP2(OC[C@@H]3[C@@H](O2)C[C@@H](O3)N3C(NC(C(=C3)F)=O)=O)=O)C=CC=C1)OCC